NC=1C=C(CC2CCN(CC2)C(=O)OC(C)(C)C)C=CC1F tert-butyl 4-(3-amino-4-fluorobenzyl)piperidine-1-carboxylate